O=C(CCCC(=O)O)CCCCC L-5-oxodecanoic acid